7-methoxy-N-(methoxybenzyl)-2-phenylquinoline-4-carboxamide COC1=CC=C2C(=CC(=NC2=C1)C1=CC=CC=C1)C(=O)NC(C1=CC=CC=C1)OC